C1(CC1)C1=C(C(=NO1)C1=C(C=CC=C1Cl)Cl)CO[C@H]1[C@@H]2CN([C@H](C1)C2)C=2SC1=C(N2)C=CC(=C1)C(=O)O 2-((1S,4S,5R)-5-((5-cyclopropyl-3-(2,6-dichlorophenyl)isoxazole-4-yl)methoxy)-2-azabicyclo[2.2.1]heptan-2-yl)benzo[d]thiazole-6-carboxylic acid